O1C(=CC2=C1C=CC=C2)[C@H](C)N (S)-1-(benzofuran-2-yl)ethylamine